FC(C(C)C1CN(CC1)C(=O)NC1=C(C=C(C(=C1)C=1C=C(C=2N(C1)C=CN2)N2CCOCC2)C)F)F 3-(1,1-difluoropropan-2-yl)-N-(2-fluoro-4-methyl-5-(8-morpholinylimidazo[1,2-a]pyridin-6-yl)phenyl)pyrrolidine-1-carboxamide